C(C)(C)(C)[Si](OCC1=NOC=C1C(=O)OCC)(C)C ethyl 3-(((tertbutyldimethylsilyl)oxy)methyl)isoxazole-4-carboxylate